C1(CC1)NCC1CN(C1)C(=O)C=1C=C(CC2=NNC(C3=CC=CC=C23)=O)C=CC1F 4-[3-(3-[{cyclopropylamino}methyl]azetidin-1-carbonyl)-4-fluorobenzyl]phthalazin-1(2H)-one